FC1=C(C(NC=2C=C(C=NC12)CN1CCN(CC1)C=1C=CC(=NC1)C(=O)NC)=O)C 5-(4-((8-fluoro-7-methyl-6-oxo-5,6-dihydro-1,5-naphthyridin-3-yl)methyl)piperazin-1-yl)-N-methylpyridineamide